CCOCCCC(C)OCCOCC(C)CO Tripropylene glycol n-Butyl ether